2-(6-((4-fluorobenzyl)amino)hexyl)isoindoline-1,3-dione FC1=CC=C(CNCCCCCCN2C(C3=CC=CC=C3C2=O)=O)C=C1